O1C[C@@H](CC1)OCC1=NC2=CC=C(C=C2C=C1)C=O (R)-2-(((tetrahydrofuran-3-yl)oxy)methyl)quinoline-6-carbaldehyde